C(CCC)C1=NC2(C(N1CC1=CC=C(C=C1)C=1C=C(C=CC1C(=O)O)C1=CC=CC=C1)=O)CCCC2 4''-((2-butyl-4-oxo-1,3-diazaspiro[4.4]non-1-en-3-yl)methyl)-[1,1':3',1''-terphenyl]-4'-carboxylic acid